C1(=CC=CC=C1)C=CC1=CC=CC=C1.[S] sulfur diphenylethylene